Methyl (3S)-1-(pyridin-2-ylmethyl)pyrrolidine-3-carboxylate N1=C(C=CC=C1)CN1C[C@H](CC1)C(=O)OC